3-[[(2R)-2-chloro-2-fluoro-acetyl]-[[(1R,2S,5S)-3-[(2S)-3,3-dimethyl-2-[(2,2,2-trifluoroacetyl)amino]butanoyl]-6,6-dimethyl-3-azabicyclo[3.1.0]hexane-2-carbonyl]amino]amino]propanamide Cl[C@H](C(=O)N(CCC(=O)N)NC(=O)[C@@H]1[C@H]2C([C@H]2CN1C([C@H](C(C)(C)C)NC(C(F)(F)F)=O)=O)(C)C)F